3-(5-amino-6-((1-(1-methylpiperidin-4-yl)-1H-pyrazol-4-yl)oxy)pyrazin-2-yl)-N-methyl-5-(methylamino)benzenesulfonamide NC=1N=CC(=NC1OC=1C=NN(C1)C1CCN(CC1)C)C=1C=C(C=C(C1)NC)S(=O)(=O)NC